OC1=C(C=CC=C1)OC(CC)=O.OC1=C(C=C(C(C(=O)O)O)C=C1)OC 4-hydroxy-3-methoxymandelic acid 2-hydroxyphenylpropanoate